Cl.C1(CC1)CN1C[C@H](OCC1)C(=O)N (S)-(4-(Cyclopropylmethyl)morpholin-2-yl)carboxamide hydrochloride